ClC=1C(=NC=CC1)N1N=C(C=C1C(=O)NC=1C(=CC=2N(C1C(=O)NC1CC1)N=CC2)C)OC2CSC2 6-(1-(3-Chloropyridin-2-yl)-3-(thietan-3-yloxy)-1H-pyrazol-5-carboxamido)-N-cyclopropyl-5-methylpyrazolo[1,5-a]pyridin-7-carboxamid